ClC=1C(=C2C(=CC1)C(N(CC21CC1)CC(=O)OC)=O)F methyl 2-(6-chloro-5-fluoro-1-oxospiro[3H-isoquinoline-4,1'-cyclopropane]-2-yl)acetate